C1(CC1)S(=O)(=O)NC=1SC=C(N1)C(CC)(CC)NC(C1=CC=C(C=C1)C1=NC(=CN=C1)C(F)(F)F)=O N-(3-(2-(cyclopropanesulfonamido)thiazol-4-yl)pentan-3-yl)-4-(6-(trifluoromethyl)pyrazin-2-yl)benzamide